C(#N)C1=CC=C(C=C1)C1CCN(CC1)C(=O)C=1C(=CC(=C(C(=O)OC)C1)C1CC1)CC methyl 5-(4-(4-cyanophenyl) piperidine-1-carbonyl)-2-cyclopropyl-4-ethylbenzoate